2-[(propan-2-yl)oxy]-6-(trifluoromethyl)benzene-1-sulfonamide CC(C)OC1=C(C(=CC=C1)C(F)(F)F)S(=O)(=O)N